(S)-2-ethylbutyl 2-amino-2-cyclohexylacetate hydrochloride Cl.N[C@H](C(=O)OCC(CC)CC)C1CCCCC1